5-bromo-3-fluoro-4-methyl-pyridine-2-carbaldehyde BrC=1C(=C(C(=NC1)C=O)F)C